CC=1C=2N(C=C(N1)C)C=C(C2)C=2C=C1C(NC(=NC1=CC2)C2CCN(CC2)C)=O 6-(1,3-dimethylpyrrolo[1,2-a]pyrazin-7-yl)-2-(1-methylpiperidin-4-yl)quinazolin-4(3H)-one